BrC1=CC=C(C=C1)[C@H](CC(=O)OC)NC(CNC(=O)OC(C)(C)C)=O (S)-methyl 3-(4-bromophenyl)-3-(2-((tert-butoxycarbonyl)amino)acetylamino)propanoate